CC1=C(N)C=C(C(=C1)C)C1=NC=CC=C1 2,4-Dimethyl-5-(pyridin-2-yl)aniline